(E)-2-Hexenyl Butyrate C(CCC)(=O)OC\C=C\CCC